1-trifluoroacetyl-2-trifluoromethylethane FC(C(=O)CCC(F)(F)F)(F)F